(3-((1,3,4-thiadiazol-2-yl)amino)-5-fluorobenzyl)-8-cyclopentyl-7H-purine-6-carboxamide S1C(=NN=C1)NC=1C=C(CC2=NC(=C3NC(=NC3=N2)C2CCCC2)C(=O)N)C=C(C1)F